2-Aminopimelic acid NC(C(=O)O)CCCCC(=O)O